(±)-5-((5-Fluoro-2H-spiro[benzofuran-3,1'-cyclopropan]-6-yl)amino)-N-(4-methyl-5-oxo-4-azaspiro[2.4]heptane-6-yl)-7-(methylamino)pyrazolo[1,5-a]pyrimidine-3-carboxamide FC=1C(=CC2=C(C1)C1(CC1)CO2)NC2=NC=1N(C(=C2)NC)N=CC1C(=O)N[C@H]1C(N(C2(CC2)C1)C)=O |r|